FC12CC(C1)(C2)C(=O)N2C(CS(CC2)(=O)=O)C2=NC=1N(N=C2)C=C(N1)[C@@H](NC(OCC1=CC=CC=C1)=O)C1CCC(CC1)C(F)(F)F Benzyl N-[(S)-{3-[4-(3-fluorobicyclo[1.1.1]pentane-1-carbonyl)-1,1-dioxo-1,4-thiazinan-3-yl]imidazo[1,2-b][1,2,4]triazin-6-yl}[4-(trifluoromethyl)cyclohexyl]methyl]carbamate